(5s,7s)-5-(3,5-difluorophenyl)-7-fluoro-2-trans-(3-fluorocyclobutyl)sulfonyl-6,7-dihydro-5H-pyrrolo[1,2-b][1,2,4]triazole FC=1C=C(C=C(C1)F)[C@@H]1C[C@@H](C=2N1N=C(N2)S(=O)(=O)C2CC(C2)F)F